FC=1C=CC(=NC1C)NC1=NN(C2=C1C=NC(=C2)C(=O)N2CCOCCC2)CC(F)(F)F [3-[(5-fluoro-6-methyl-2-pyridyl)amino]-1-(2,2,2-trifluoroethyl)pyrazolo[4,3-c]pyridin-6-yl]-(1,4-oxazepan-4-yl)methanone